2-(tert-butoxycarbonyl)octahydrocyclopenta[c]pyrrole-5-carboxylic acid C(C)(C)(C)OC(=O)N1CC2C(C1)CC(C2)C(=O)O